C1(CC1)CCOC=1C=C2CN(N3C(C2=CC1C=1SC=CN1)=CC(C(=C3)C(=O)O)=O)CC(C)C 9-(2-Cyclopropylethoxy)-6-isobutyl-2-oxo-10-(thiazol-2-yl)-6,7-dihydro-2H-pyrido[2,1-a]phthalazine-3-carboxylic acid